O=C1NC(CCC1NC1=CC=C(C=C1)N1CC2C(C1)CN(C2)CC2CN(C2)C(=O)OC(C)(C)C)=O tert-butyl 3-((5-(4-((2,6-dioxopiperidin-3-yl)amino)phenyl)hexahydropyrrolo[3,4-c]pyrrol-2(1H)-yl)methyl)azetidine-1-carboxylate